N-(diethylaminoethyl)methacrylamide C(C)N(CC)CCNC(C(=C)C)=O